6-((1S,3R)-2-(bicyclo[1.1.1]pentan-1-yl)-3-methyl-2,3,4,9-tetrahydro-1H-pyrido[3,4-b]indol-1-yl)-N-(1-(3-fluoropropyl)azetidin-3-yl)pyridin-3-amine C12(CC(C1)C2)N2[C@@H](C=1NC3=CC=CC=C3C1C[C@H]2C)C2=CC=C(C=N2)NC2CN(C2)CCCF